C1(CC1)C1=CC(=NO1)C1(CCN(CC1)C(=O)NC1=C(C=CC=C1C=1CCN(CC1)C(C)C)F)C 4-(5-cyclopropyl-1,2-oxazol-3-yl)-N-{2-fluoro-6-[1-(propan-2-yl)-1,2,3,6-tetrahydropyridine-4-yl]phenyl}-4-methylpiperidine-1-carboxamide